Caprylamid C(CCCCCCC)(=O)N